N[C@H](CO)C=1C=C(C=CC1)C1=CC(=CC(=C1)N1CC2(C1)CCCC2)COC2=C(C=CC=C2)CC(=O)O (S)-2-(2-((3'-(1-amino-2-Hydroxyethyl)-5-(2-azaspiro[3.4]oct-2-yl)-[1,1'-biphenyl]-3-yl)methoxy)phenyl)acetic acid